methyl 6-(4-(5'-(4-chloro-3-fluorophenyl)-5',6'-dihydrospiro[cyclobutane-1,7'-pyrrolo[2,3-b]pyrazine]-2'-carbonyl)-3,3-dimethylpiperazin-1-yl)-2,4-dimethylnicotinate ClC1=C(C=C(C=C1)N1CC2(C=3C1=NC=C(N3)C(=O)N3C(CN(CC3)C3=NC(=C(C(=O)OC)C(=C3)C)C)(C)C)CCC2)F